4-amino-N-cyclopropyl-N-[(5-ethynylpyridin-2-yl)methyl]-1,7-dimethylpyrazolo[4,3-c]quinoline-8-carboxamide NC1=NC=2C=C(C(=CC2C2=C1C=NN2C)C(=O)N(CC2=NC=C(C=C2)C#C)C2CC2)C